(3-(2-amino-6-(methylamino)pyrimidin-4-yl)cyclobutyl)-4-methoxy-3-methylbenzenesulfonamide NC1=NC(=CC(=N1)C1CC(C1)C1=C(C=CC(=C1C)OC)S(=O)(=O)N)NC